7-chloro-4-((2,4-dimethoxybenzyl)amino)-1-methylimidazolo[1,5-a]quinoxalin-8-carboxylic acid ClC=1C=C2N=C(C=3N(C2=CC1C(=O)O)C(=NC3)C)NCC3=C(C=C(C=C3)OC)OC